(3-benzofuran-3-yl-1-propyl-1H-pyrazolo[4,3-c]pyridin-6-yl)-1,4-oxaazepan-4-yl-methanone O1C=C(C2=C1C=CC=C2)C2=NN(C1=C2C=NC(=C1)C(=O)N1CCOCCC1)CCC